9-(3-(3-cyclopropyl-1H-indazol-5-yl)imidazo[1,2-b]pyridazin-6-yl)-1-oxa-4,9-diazaspiro[5.5]undecane C1(CC1)C1=NNC2=CC=C(C=C12)C1=CN=C2N1N=C(C=C2)N2CCC1(CNCCO1)CC2